N1=C(C=CC=C1)CN1C=C(C2=CC(=CC=C12)C#N)C(=O)NC=1SC(=CN1)C(=O)O 2-[1-(pyridin-2-ylmethyl)-5-cyano-1H-indole-3-carboxamido]thiazole-5-carboxylic acid